({[(2R)-1-(6-amino-9H-purin-9-yl)-2-propyl] oxy} methyl) phosphate P(=O)(OCO[C@@H](CN1C2=NC=NC(=C2N=C1)N)C)([O-])[O-]